C(C)(C)(C)OC(NC1=NN(C=C1C1=CC=C2C(=N1)C(=CS2)C2=CC=NC=C2)C)=O tert-butyl(1-methyl-4-(3-(pyridin-4-yl)thieno[3,2-b]pyridin-5-yl)-1H-pyrazol-3-yl)carbamate